3-chloro-4-(2-cyclopentyl-1-(p-tolyl)ethyl)pyridine ClC=1C=NC=CC1C(CC1CCCC1)C1=CC=C(C=C1)C